tribromoneopentyl acrylate C(C=C)(=O)OC(C(CBr)(C)C)(Br)Br